OC=1C=C2CC[C@@H]([C@@H](C2=CC1)C1=CC=C(C=C1)N1CCC2(CC(CO2)C=O)CC1)C1=CC=CC=C1 8-(4-((1R,2S)-6-hydroxy-2-phenyl-1,2,3,4-tetrahydronaphthalen-1-yl)phenyl)-1-oxa-8-azaspiro[4.5]decane-3-carbaldehyde